FC1=C2CCC[C@H](C2=CC(=C1)F)O (R)-5,7-difluoro-1,2,3,4-tetrahydronaphthalen-1-ol